CO[C@H](C)[C@H]1C(NC=2C(=NC(=NC2N1C)NC1CN(C1)C(C1=CC(=C(C(=C1)F)F)F)=O)C)=O (S)-7-((R)-1-methoxyethyl)-4,8-dimethyl-2-((1-(3,4,5-trifluorobenzoyl)azetidin-3-yl)amino)-7,8-dihydropteridin-6(5H)-one